N1(C=CC=C1)S(=O)(=O)C1=NC=CC=N1 2-((1H-pyrrolyl)sulfonyl)pyrimidine